6-selenoguanosine-5'-diphosphate P(O)(=O)(OP(=O)(O)O)OC[C@@H]1[C@H]([C@H]([C@@H](O1)N1C=NC=2C(=[Se])NC(N)=NC12)O)O